OC[C@@]12C[C@H](N([C@H]2C1)C(CNC(CCCOC1=CC=CC=C1)=O)=O)C(=O)OC methyl (1S,3S,5R)-5-(hydroxymethyl)-2-((4-phenoxybutanoyl)glycyl)-2-azabicyclo-[3.1.0]hexane-3-carboxylate